N-(2-cyanoethyl)-N-[4-(2-cyanoethyl-amino)butyl]-4-[[3-(3-fluoro-4-methoxyphenyl)imidazo[1,2-a]pyrazin-8-yl]amino]-2-methylbenzamide C(#N)CCN(C(C1=C(C=C(C=C1)NC=1C=2N(C=CN1)C(=CN2)C2=CC(=C(C=C2)OC)F)C)=O)CCCCNCCC#N